FCC1=NN=C(S1)NC(=O)C1=NN2C(C(N(CC2)CC2=C(C=CC=C2)Cl)=O)=C1C1CC1 5-(2-chlorobenzyl)-3-cyclopropyl-4-oxo-4,5,6,7-tetrahydropyrazolo[1,5-a]pyrazine-2-carboxylic acid (5-fluoromethyl[1,3,4]thiadiazol-2-yl)amide